4-bromo-5,7-difluorobenzo[d]oxazol-2-amine BrC1=C(C=C(C2=C1N=C(O2)N)F)F